1,3,3-trimethyl-2-((E)-2-((E)-3-((E)-2-(1,3,3-trimethyl-1,3-dihydro-2H-benzo[g]indol-2-ylidene)ethylidene)cyclohex-1-en-1-yl)vinyl)-3H-benzo[g]indol-1-ium C[N+]1=C(C(C2=CC=C3C(=C12)C=CC=C3)(C)C)\C=C\C3=C/C(/CCC3)=C/C=C\3/N(C1=C2C(=CC=C1C3(C)C)C=CC=C2)C